Cl.C(C1=CC=CC=C1)OC(=O)C=1N(C=CC1C1CCNCC1)S(NC(=O)OCC1=CC=CC=C1)(=O)=O 1-(benzyloxycarbonyl-sulfamoyl)-3-(4-piperidinyl)pyrrole-2-carboxylic acid benzyl ester, hydrochloride